2-(3,4-dimethoxyphenyl)-6-(4-(6-isopropyl-2,6-diazaspiro[3.3]heptan-2-yl)phenyl)-1,4-dimethyl-1H-imidazo[4,5-c]pyridine COC=1C=C(C=CC1OC)C=1N(C2=C(C(=NC(=C2)C2=CC=C(C=C2)N2CC3(C2)CN(C3)C(C)C)C)N1)C